COC1=CC=C(C=C1)N1C(OCCC1)=O 3-(4-methoxyphenyl)-1,3-oxazinan-2-one